(S)-4-(5-acrylamidocyclohex-1-en-1-yl)-5-fluoro-2,3-dimethyl-1H-indole-7-carboxamide C(C=C)(=O)N[C@H]1CCC=C(C1)C1=C2C(=C(NC2=C(C=C1F)C(=O)N)C)C